1-(5-(6-chloro-3-(1H-imidazol-1-yl)-5-methoxy-1-methyl-1H-pyrrolo[3,2-b]pyridin-2-yl)-4H-1,2,4-triazol-3-yl)-2-methoxyethan-1-ol ClC=1C=C2C(=NC1OC)C(=C(N2C)C=2NC(=NN2)C(COC)O)N2C=NC=C2